(3-isopropyl-6-methyl-7-oxabicyclo[4.1.0]hept-2-yl)-5-pentyl-1,3-benzenediacetate C(C)(C)C1C(C2OC2(CC1)C)OC(CC1=CC(=CC(=C1)CCCCC)CC(=O)[O-])=O